cyclopropyl[1-(oxan-2-yl)pyrazol-4-yl]methanol C1(CC1)C(O)C=1C=NN(C1)C1OCCCC1